C1(CC1)C1=NN(C=C1C(F)(F)F)CC1OC(CC1)C 3-cyclopropyl-1-((5-methyltetrahydrofuran-2-yl)methyl)-4-(trifluoromethyl)-1H-pyrazole